CO[C@@H]1C[C@H](N(C1)N=O)C(=O)O (2S,4R)-4-methoxy-1-nitroso-pyrrolidine-2-carboxylic acid